O=CCN1CCN(CC1)S(=O)(=O)C 2-oxoethyl-4-(methylsulfonyl)piperazine